C1(=CC=CC2=CC=CC=C12)CC(C)=O 1-(naphthalen-1-yl)propan-2-one